1-prop-2-enoyl-azetidine-2-carboxamide C(C=C)(=O)N1C(CC1)C(=O)N